tert-butyl 6-hydroxy-6-(4-(trifluoromethyl) phenyl)-2-azaspiro[3.4]octane-2-carboxylate OC1(CC2(CN(C2)C(=O)OC(C)(C)C)CC1)C1=CC=C(C=C1)C(F)(F)F